OC1=CC=C(C=C1)C(=O)C1=CC(=C(C(=C1)O)O)O (4-hydroxyphenyl)-(3,4,5-trihydroxyphenyl)methanone